O-(7-azabenzotriazol-1-yl)-1,1,3,3-tetramethyluronium N1(N=NC2=C1N=CC=C2)OC(=[N+](C)C)N(C)C